(S)-4-((3-fluoro-6-((5-methyl-1H-pyrazol-3-yl)amino)pyridin-2-yl)methyl)-1-(1-(2-(trifluoromethyl)phenyl)ethyl)piperidine-4-carboxylic acid FC=1C(=NC(=CC1)NC1=NNC(=C1)C)CC1(CCN(CC1)[C@@H](C)C1=C(C=CC=C1)C(F)(F)F)C(=O)O